C(C1=CC=CC=C1)OC1=C2C(=CNC2=CC=C1)C1CN(CC1)CCC/C(=N/OC(C(C)C)=O)/N (Z)-4-(3-(4-(benzyloxy)-1H-indol-3-yl)pyrrolidin-1-yl)-N'-(isobutyryloxy)butyramidine